CC1=C(C=C(N)C=C1)C=1N(C=C(N1)C)COCC[Si](C)(C)C 4-methyl-3-(4-methyl-1-((2-(trimethylsilyl)ethoxy)methyl)-1H-imidazol-2-yl)aniline